3-chloro-2-[(2,6-difluorophenyl)methyl]-6-[(1S,2S)-2-fluorocyclopropyl]pyrazolo[3,4-d]pyridazin-7-one ClC=1N(N=C2C(N(N=CC21)[C@@H]2[C@H](C2)F)=O)CC2=C(C=CC=C2F)F